C(C1=CC=CC=C1)(=O)O[C@H]1[C@@H](O[C@@H]([C@H]([C@@H]1OP(=O)(OCC1=CC=CC=C1)OCC1=CC=CC=C1)O)CO)N1C=CC2=CC=CC=C12 (2R,3R,4S,5R,6R)-4-((bis(benzyloxy)phosphoryl)oxy)-5-hydroxy-6-(hydroxymethyl)-2-(1H-indol-1-yl)tetrahydro-2H-pyran-3-yl benzoate